ONC(=N)C1=C(N=NC=C1)SC1=NC=CC=C1 N-hydroxy-3-(pyridin-2-ylsulfanyl)pyridazine-4-carboximidamide